2-(1-methylethyl)-3-buten-1-ol CC(C)C(CO)C=C